CC1=CC=C(C=C1)S(=O)(=O)N(C)C N,N-dimethyl-p-toluenesulfonamide